FC(C(C)(C)N1N=CC(=C1)C(=O)O)(F)F 1-(1,1,1-trifluoro-2-methylprop-2-yl)-1H-pyrazole-4-carboxylic acid